(1s,4s)-4-(((tert-butyldimethylsilyl)oxy)methyl)cyclohexanecarboxaldehyde [Si](C)(C)(C(C)(C)C)OCC1CCC(CC1)C=O